2,4-dibromopyridine BrC1=NC=CC(=C1)Br